C1(=CC=CC=C1)C1=NC(=NC=C1C#N)NC1=CC=CC=C1 4-Phenyl-2-(phenylamino)pyrimidine-5-carbonitrile